N1C[C@H](CC1)C(=O)OC[C@@H]1C[C@H]2N(CCC3=CC(=C(C=C23)OC)OC)C[C@H]1CC(C)C [(2R,3S,11bR)-9,10-dimethoxy-3-(2-methylpropyl)-1H,2H,3H,4H,6H,7H,11bH-pyrido[2,1-a]isoquinolin-2-yl]methyl (3S)-pyrrolidine-3-carboxylate